(S)-tert-butyl (1-(4-((trimethylsilyl)ethynyl)phenyl)ethyl)carbamate C[Si](C)(C)C#CC1=CC=C(C=C1)[C@H](C)NC(OC(C)(C)C)=O